6-bromo-2-((4-((2-(dimethylamino)ethyl)(methyl)amino)-2-methoxy-5-nitrophenyl)amino)-8-methylpyrido[2,3-d]pyrimidin-7(8H)-one BrC1=CC2=C(N=C(N=C2)NC2=C(C=C(C(=C2)[N+](=O)[O-])N(C)CCN(C)C)OC)N(C1=O)C